C(=O)(Cl)C1=CC=C(C=C1)N1CCN(CC1)C(=O)OC(C)(C)C tert-butyl 4-[4-(carbonochloridoyl)phenyl]piperazine-1-carboxylate